2-(2-hydroxyethyl)amino-3H-phenol OCCNC1C(=CC=CC1)O